ClC1=C(C(=C2C(=N1)N(C=C2)[C@H]2[C@@H]([C@@H]([C@H](O2)COP(=O)(O)CP(O)(O)=O)O)O)NC2CCCC2)C#N [[(2R,3S,4R,5R)-5-[6-chloro-5-cyano-4-(cyclopentylamino)pyrrolo[2,3-b]pyridin-1-yl]-3,4-dihydroxy-tetrahydrofuran-2-yl]methoxy-hydroxy-phosphoryl]methylphosphonic acid